2-chloro-5-{[(2,2-dimethylpropionyl)amino]methyl}-N-{1-[4-(trifluoromethoxy)phenyl]-1H-indazol-4-yl}benzamide ClC1=C(C(=O)NC2=C3C=NN(C3=CC=C2)C2=CC=C(C=C2)OC(F)(F)F)C=C(C=C1)CNC(C(C)(C)C)=O